(4-{4-[5-(6-trifluoromethyl-pyridin-3-ylamino)-pyrazin-2-yl]-phenyl}-cyclohexyl)-acetic acid FC(C1=CC=C(C=N1)NC=1N=CC(=NC1)C1=CC=C(C=C1)C1CCC(CC1)CC(=O)O)(F)F